6-(Endo-3-amino-8-azabicyclo[3.2.1]oct-8-yl)-3-(3,4-dichloro-2-methyl-2H-indazol-5-yl)-5-methyl-1,5-dihydro-4H-pyrazolo[3,4-d]pyrimidin-4-one NC1CC2CCC(C1)N2C=2N(C(C1=C(N2)NN=C1C1=C(C2=C(N(N=C2C=C1)C)Cl)Cl)=O)C